C(OC1CN(C1)C1=CC(=NC=C1)Cl)(OC1=CC=C(C=C1)[N+](=O)[O-])=O 1-(2-Chloropyridin-4-yl)azetidin-3-yl (4-nitrophenyl) carbonate